(4S)-4-((S)-3-Hydroxy-2-(6-methylheptanamido)propanamido)-2-(hydroxymethyl)-2,6-dimethyl-3-oxohept-6-enoic acid OC[C@@H](C(=O)N[C@H](C(C(C(=O)O)(C)CO)=O)CC(=C)C)NC(CCCCC(C)C)=O